methoxyethyl-pyrrolidine bistrifluoromethanesulfonimide salt [N-](S(=O)(=O)C(F)(F)F)S(=O)(=O)C(F)(F)F.COCCN1CCCC1